C1(CCC1)CN(C1=NC=2N(C3=CC=CC=C13)C=NN2)C2=CC=CC=C2 N-(cyclobutylmethyl)-N-phenyl-[1,2,4]triazolo[4,3-a]quinazolin-5-amine